4-(5-bromo-2,4-difluorobenzyl)phthalazin-1(2H)-one BrC=1C(=CC(=C(CC2=NNC(C3=CC=CC=C23)=O)C1)F)F